C1(=CC=CC2=CC=CC=C12)OCC(C(=O)N)=CCCCCC(=O)N (naphthalen-1-yloxy)methyloctenediamide